FC=1C=NC=CC1N1CCOC2(C1)C=C(C(C(C2)(C)C)=O)C#N 4-(3-fluoropyridin-4-yl)-10,10-dimethyl-9-oxo-1-oxa-4-azaspiro[5.5]undec-7-ene-8-carbonitrile